CC1=NC=CC(=C1C1=C(C=C(N)C=C1)F)C 4-(2,4-dimethylpyridin-3-yl)-3-fluoroaniline